BrC=1C(=CSC1)OCC1=CC=C(CN2CCCCC2)C=C1 1-{4-[(4-bromothiophen-3-yloxy)methyl]benzyl}piperidine